C(C)OC(=O)C=1NC=CC1C1=NN(C=C1)C 3-(1-methyl-1H-pyrazol-3-yl)-1H-pyrrole-2-carboxylic acid ethyl ester